tert-butyl 3-(4-fluoro-2-methylpyridin-3-yl)azetidine-1-carboxylate FC1=C(C(=NC=C1)C)C1CN(C1)C(=O)OC(C)(C)C